(2S,4r)-1-[(2S)-2-(4-cyclopropyl-triazol-1-yl)-3,3-dimethyl-butyryl]-4-hydroxy-N-[[(3S)-isochroman-3-yl]methyl]pyrrolidine-2-carboxamide C1(CC1)C=1N=NN(C1)[C@H](C(=O)N1[C@@H](C[C@H](C1)O)C(=O)NC[C@H]1OCC2=CC=CC=C2C1)C(C)(C)C